(thiophen-3-yl)azetidine-3-carboxamide S1C=C(C=C1)N1CC(C1)C(=O)N